C(C)(C)(CC(C)(C)C)N=P(N(C)C)(N(C)C)N(C)C tert.-Octyl-imino-tris-(di-methylamino)-phosphoran